(S)-7',7'-dimethyl-2',3',4',4a',5',7'-hexahydro-1'H-spiro[cyclopropane-1,6'-naphtho[1,8-cd]azepine] CC1(C=2C=CC=C3CNCC[C@@H](C32)CC13CC3)C